C(C)(C)(C)OC(=O)NCCCCC=1SC2=C(N1)C(=CC=C2C)S(=O)(=O)N2[C@@H](CCC2)C(=O)OC methyl ((2-(4-((tert-butoxycarbonyl)amino)butyl)-7-methylbenzo[d]thiazol-4-yl)sulfonyl)-L-prolinate